C1(=CC=CC2=CC=CC=C12)C(=O)NC(CCC(=O)O)C(NC1=C(C=CC=C1)SC1=CC=C(C=C1)C)=O 4-(1-naphthamido)-5-oxo-5-((2-(p-tolylthio)phenyl)amino)pentanoic acid